(S)-2-((5-cyano-2-cyclopropyl-3-(2-methylpiperazin-1-yl)phenyl)amino)-4-(cyclopropylamino)pyrazolo[1,5-a][1,3,5]triazine-8-carbonitrile, formic acid salt C(=O)O.C(#N)C=1C=C(C(=C(C1)NC1=NC=2N(C(=N1)NC1CC1)N=CC2C#N)C2CC2)N2[C@H](CNCC2)C